1-(6-(2-fluoroethoxy)pyridin-3-yl)-4-formyl-1H-pyrazole-3-acetic acid ethyl ester C(C)OC(CC1=NN(C=C1C=O)C=1C=NC(=CC1)OCCF)=O